FC=1C(=NC(=CC1)F)C=1OC2=C(C=C(C=C2C(C1C)=O)C)[C@@H](C)NC(OC(C)(C)C)=O tert-Butyl N-[(1R)-1-[2-(3,6-difluoro-2-pyridyl)-3,6-dimethyl-4-oxo-chromen-8-yl]ethyl]carbamate